4-{[2-(pyridin-4-yl)-1,7-naphthyridin-4-yl]amino}pentan-2-ol N1=CC=C(C=C1)C1=NC2=CN=CC=C2C(=C1)NC(CC(C)O)C